Di(oxetan-3-yl)methylphenylmethoxysilane O1CC(C1)C(C1COC1)[SiH2]OCC1=CC=CC=C1